Methyl 4-(((tert-butoxycarbonyl)(2-((tert-butyldimethylsilyl)oxy)ethyl)amino)methyl)-6,7-dihydro-5H-cyclopenta[c]pyridine-1-carboxylate C(C)(C)(C)OC(=O)N(CCO[Si](C)(C)C(C)(C)C)CC=1C2=C(C(=NC1)C(=O)OC)CCC2